COC(=O)C1=C(C=C2C(=NC(=NC2=C1)C)Cl)NC 4-chloro-2-methyl-6-(methylamino)quinazoline-7-carboxylic acid methyl ester